1-(9Z-pentadecenoyl)-2-(4Z,7Z,10Z,13Z,16Z,19Z-docosahexaenoyl)-glycero-3-phosphoserine CCCCC/C=C\CCCCCCCC(=O)OC[C@H](COP(=O)(O)OC[C@@H](C(=O)O)N)OC(=O)CC/C=C\C/C=C\C/C=C\C/C=C\C/C=C\C/C=C\CC